C(#N)C1N(CCNC1)C(=O)C1=NN(C=2N(C([C@H]([C@H](C21)C2=CC=C(C=C2)F)NC(=O)C2=NN(C=C2)C(F)(F)F)=O)CC)C2=CC=CC=C2 N-((4S,5S)-3-(2-cyanopiperazine-1-carbonyl)-7-ethyl-4-(4-fluorophenyl)-6-oxo-1-phenyl-4,5,6,7-tetrahydro-1H-pyrazolo[3,4-b]pyridin-5-yl)-1-(trifluoromethyl)-1H-pyrazole-3-carboxamide